N-(2-(2-Ethyl-4-oxo-10-(2-oxo-2-(phenylamino)ethyl)-4,10-dihydrobenzo[4,5]imidazo[1,2-a]pyrimidin-3-yl)phenyl)acrylamide C(C)C=1N=C2N(C(C1C1=C(C=CC=C1)NC(C=C)=O)=O)C1=C(N2CC(NC2=CC=CC=C2)=O)C=CC=C1